COC([C@@H](CC(=O)O)C1(C(OCC=2C(N3CC=4N5C6=C(C=C(C=C6C(C4C3=CC21)=C=O)F)CCC5)=C=O)=C=O)CC)=O (S)-9-ethyl-5-fluoro-7,10,13-tricarbonyl-2,3,7,9,10,12,13,15-octahydro-1H-pyrano[3',4':6,7]indolizino[2,1-b]pyrido[3,2,1-ij]quinolin-9-yl-succinic acid methyl ester